CS(=O)C=1C(=C(C=CC1)C(C(=O)O)C)S(=O)C (Dimethylsulfinylphenyl)propionic acid